(2S,4R)-1-((S)-2-(1-fluorocyclopropane-1-carboxamido)-3,3-dimethylbutanoyl)-4-hydroxypyrrolidine-2-carboxylic acid FC1(CC1)C(=O)N[C@H](C(=O)N1[C@@H](C[C@H](C1)O)C(=O)O)C(C)(C)C